3-(1,3-di-tert-butyl-5-hydroxypyrazol-4-yl)-4-hydroxy-3-cyclobutene-1,2-dione C(C)(C)(C)N1N=C(C(=C1O)C=1C(C(C1O)=O)=O)C(C)(C)C